OC1CCC2=CC(=C(C=C12)OC1=CC=C(C(=O)N(C)C)C=C1)[N+](=O)[O-] 4-((3-hydroxy-6-nitro-2,3-dihydro-1H-inden-5-yl)oxy)-N,N-dimethylbenzamide